dodecyl-dimethyl-cerium tetrachloride [Cl-].[Cl-].[Cl-].[Cl-].C(CCCCCCCCCCC)[Ce+4](C)C